tert-Butyl 3-((2-chloro-4-(trifluoromethyl)phenyl)sulfinyl)azetidine-1-carboxylate ClC1=C(C=CC(=C1)C(F)(F)F)S(=O)C1CN(C1)C(=O)OC(C)(C)C